C1(CC1)C1=CC=C2C(=N1)NC=C2C=2C=CC=1N(C2)C(=CN1)C(=O)NCC(F)F 6-(6-cyclopropyl-1H-pyrrolo[2,3-b]pyridin-3-yl)-N-(2,2-difluoroethyl)imidazo[1,2-a]pyridine-3-carboxamide